Benzyl (2-(2-(2-(2-((4-chloro-6-methoxy-2-methylquinazolin-7-yl)oxy)ethoxy)-ethoxy)ethoxy)ethyl)carbamate ClC1=NC(=NC2=CC(=C(C=C12)OC)OCCOCCOCCOCCNC(OCC1=CC=CC=C1)=O)C